CN1N=CC(=C1)C#CC1=CC=C2C=3C(=C(N(C(C13)=O)C1=CC=CC=C1)[C@@H](C)NC(=O)C=1C(=NN3C1N=CC=C3)NS(N)(=O)=O)CC2 (R)-N-(1-(8-((1-methyl-1H-pyrazol-4-yl)ethynyl)-1-oxo-2-phenyl-1,2,4,5-tetrahydrocyclopenta[de]isoquinolin-3-yl)ethyl)-2-(sulfamoylamino)pyrazolo[1,5-a]pyrimidine-3-carboxamide